4-iodo-N-(4-{2-[(Z)-N',N',N''-trimethylcarbamimidamido]ethyl}phenyl)benzamide IC1=CC=C(C(=O)NC2=CC=C(C=C2)CCN/C(=N/C)/N(C)C)C=C1